9,10-bis(ethoxycarbonylheptadecyleneoxy)anthracene C(C)OC(=O)CCCCCCCCCCCCCCCCCOC=1C2=CC=CC=C2C(=C2C=CC=CC12)OCCCCCCCCCCCCCCCCCC(=O)OCC